1,3,5-Tris(2-propyn-1-yloxy)benzene C(C#C)OC1=CC(=CC(=C1)OCC#C)OCC#C